(E)-3-(2-(Oxazol-2-yl)-6-(trifluoromethyl)pyridin-3-yl)-N-(2-oxo-2,3-dihydro-1H-benzo[d]imidazol-4-yl)acrylamid O1C(=NC=C1)C1=NC(=CC=C1/C=C/C(=O)NC1=CC=CC=2NC(NC21)=O)C(F)(F)F